3-((2R,3R,4S,5R,6R)-3,5-bis(benzyloxy)-6-((benzyloxy)methyl)-2-cyano-4-(4-(3,4,5-Trifluorophenyl)-1H-1,2,3-triazol-1-yl)tetrahydro-2H-pyran-2-yl)propyl methanesulfonate CS(=O)(=O)OCCC[C@@]1(O[C@@H]([C@@H]([C@@H]([C@H]1OCC1=CC=CC=C1)N1N=NC(=C1)C1=CC(=C(C(=C1)F)F)F)OCC1=CC=CC=C1)COCC1=CC=CC=C1)C#N